C(CCCCC)C(CCCCCCCC)OC(CCCCCN1[C@@H](CC(C1)O)C(=O)OCCCCCCCC(=O)OC(CCCCCCCC)CCCCCCCC)=O [8-(1-octylnonoxy)-8-oxo-octyl] (2S)-1-[6-(1-hexylnonoxy)-6-oxo-hexyl]-4-hydroxy-pyrrolidine-2-carboxylate